COC(=O)C1CCC(CC1)CN(C)CC=1C(=NC(=CC1)C1=C(C(=CC=C1)Br)Cl)OC (1r,4r)-4-((((6-(3-bromo-2-chlorophenyl)-2-methoxypyridin-3-yl)methyl)(methyl)amino)methyl)cyclohexane-1-carboxylic acid methyl ester